methyl 2-(perfluoroethyl)-4-(trifluoromethyl)pyrazolo[1,5-h][1,7]naphthyridine-9-carboxylate FC(C(F)(F)F)(C1=NC=2C=3N(C=CC2C(=C1)C(F)(F)F)N=C(C3)C(=O)OC)F